C(C)(C)(C)OC(=O)N1CCC(CC1)SCC1=NC2=CC(=CC=C2C(N1)=O)F 4-(((7-fluoro-4-oxo-3,4-dihydro-quinazolin-2-yl)methyl)thio)piperidine-1-carboxylic acid tert-butyl ester